chromium citrate C(CC(O)(C(=O)[O-])CC(=O)[O-])(=O)[O-].[Cr+3]